1-phenyl-3-phenyl-5-(9-anthracenyl)pyrazoline C1(=CC=CC=C1)N1NC(=CC1C=1C2=CC=CC=C2C=C2C=CC=CC12)C1=CC=CC=C1